3-fluoro-4-(4-(trifluoromethyl)-1H-imidazol-2-yl)benzoic acid methyl ester COC(C1=CC(=C(C=C1)C=1NC=C(N1)C(F)(F)F)F)=O